C(C)(C)(C)OC(=O)N1C[C@H](CC1)C(NC=1SC2=C(N1)C=CC(=C2)Br)=O (S)-3-((6-bromobenzo[d]thiazol-2-yl)carbamoyl)pyrrolidine-1-carboxylic acid tert-butyl ester